4-(4-(3,8-diazabicyclo[3.2.1]octan-3-yl)-8-fluoro-2-((2-(1-fluoroethylidene)tetrahydro-1H-pyrrolizin-7a(5H)-yl)methoxy)pyrido[4,3-d]pyrimidin-7-yl)-5-ethynylnaphthalen-2-ol C12CN(CC(CC1)N2)C=2C1=C(N=C(N2)OCC23CCCN3CC(C2)=C(C)F)C(=C(N=C1)C1=CC(=CC2=CC=CC(=C12)C#C)O)F